(2R)-N-[(1R)-1-[3-acetamido-4-fluoro-5-(trifluoromethyl)phenyl]ethyl]-2-methyl-6-(4-pyridyl)-2,3-dihydroimidazo[1,2-a]pyridine-8-carboxamide C(C)(=O)NC=1C=C(C=C(C1F)C(F)(F)F)[C@@H](C)NC(=O)C=1C=2N(C=C(C1)C1=CC=NC=C1)C[C@H](N2)C